ClC1=C(C=CC=C1Cl)C=1SC2=C(N1)SC(=N2)N2CCC1(CC2)[C@@H](C2=CC=CC=C2C1)N (S)-1'-(5-(2,3-dichlorophenyl)thiazolo[5,4-d]thiazol-2-yl)-1,3-dihydrospiro[inden-2,4'-piperidin]-1-amine